C1(CC1)C1=C(C=C(C=C1)[C@@H](NC(=O)[C@H]1N(C[C@@H](C1)F)C(CC=1NC2=CC=CC=C2C1)=O)C1=CC=CC=C1)F (2S,4R)-N-[(S)-(4-cyclopropyl-3-fluorophenyl)(phenyl)methyl]-4-fluoro-1-[2-(1H-indol-2-yl)acetyl]pyrrolidine-2-carboxamide